[14CH2]([C@@H](O)[C@@H](O)[C@H](O)[C@H](O)CO)O [14C]Mannitol